C(CCOCCOCCOCCCN)N 4,7,10-Trioxatridecane-1,13-diamin